(±)-N-(2,6-Dioxopiperidin-3-yl)-5-(4-(piperidin-4-yl)piperazin-1-yl)picolinamide O=C1NC(CC[C@H]1NC(C1=NC=C(C=C1)N1CCN(CC1)C1CCNCC1)=O)=O |r|